4-amino-N-methyl-N-(6-(trifluoromethyl)-2,3-dihydrobenzofuran-3-yl)-[1,2,4]triazolo[4,3-a]quinoxaline-8-carboxamide NC=1C=2N(C3=CC(=CC=C3N1)C(=O)N(C1COC3=C1C=CC(=C3)C(F)(F)F)C)C=NN2